2-(3,6-bis(dimethylamino)xanthylium-9-yl)-5-(N-(3,14,25-trihydroxy-2,10,13,21,24-pentaoxo-3,9,14,20,25-pentaazatriacontan-30-yl)sulfamoyl)benzenesulfonate CN(C=1C=CC2=C(C3=CC=C(C=C3[O+]=C2C1)N(C)C)C1=C(C=C(C=C1)S(NCCCCCN(C(CCC(NCCCCCN(C(CCC(NCCCCCN(C(C)=O)O)=O)=O)O)=O)=O)O)(=O)=O)S(=O)(=O)[O-])C